{[(3R,6S)-6-{[2-(5-{2-[(3R,5R)-3,5-Dimethylmorpholine-4-carbonyl]-4-fluorophenoxy}pyrimidin-4-yl)-2,7-diazaspiro[3.5]nonan-7-yl]methyl}oxan-3-yl]sulfamoyl}(ethyl)amine C[C@H]1N([C@@H](COC1)C)C(=O)C1=C(OC=2C(=NC=NC2)N2CC3(C2)CCN(CC3)C[C@@H]3CC[C@H](CO3)NS(=O)(=O)NCC)C=CC(=C1)F